ClC=1C=C2C=C(NC2=CC1OCC1=CC(=NO1)C)CNC(=O)C1(CC1)O N-((5-chloro-6-((3-methylisoxazol-5-yl)methoxy)-1H-indol-2-yl)methyl)-1-hydroxycyclopropane-1-carboxamide